ClC(C1=NC(=NO1)C1=CC=2N(C=C1)C=C(N2)CN=S(=O)(C)CC=2C=NOC2)(F)F (((7-(5-(chlorodifluoromethyl)-1,2,4-oxadiazol-3-yl)imidazo[1,2-a]pyridin-2-yl)methyl)imino)(isoxazol-4-ylmethyl)(methyl)-λ6-sulfanone